S1C(=NC=C1)C(=O)C1CCN(CC1)C(=O)[O-] 4-(thiazole-2-carbonyl)piperidine-1-carboxylate